ClC=1C=C2C(=NC(N3C2=C(C1C1=C(C=C(C=C1)F)F)SCC3)=O)N3C[C@H](N(CC3)C(\C=C\CN(C)C)=O)C#N (2S)-4-(9-chloro-10-(2,4-difluorophenyl)-5-oxo-2,3-dihydro-5H-[1,4]thiazino[2,3,4-ij]quinazolin-7-yl)-1-((E)-4-(dimethylamino)but-2-enoyl)piperazine-2-carbonitrile